2-(3-chloro-2-fluoro-6-methyl-4-(1,1,1-trifluoro-2-methylpropan-2-yl)phenyl)-4-oxo-1,4-dihydro-1,6-naphthyridine-5-carboxamide ClC=1C(=C(C(=CC1C(C(F)(F)F)(C)C)C)C=1NC=2C=CN=C(C2C(C1)=O)C(=O)N)F